OCCNC(NCCSC=1C(=NON1)C(=N)N)=NS(=O)(=O)C (2-(3-(2-hydroxyethyl)-2-(methylsulfonyl)guanidino)ethylthio)-1,2,5-oxadiazole-3-carboxamidine